benzene-1,3,5-trisyl-triboric acid C1(=CC(=CC(=C1)OB(O)O)OB(O)O)OB(O)O